N-n-tridecanoyl-threonine C(CCCCCCCCCCCC)(=O)N[C@@H]([C@H](O)C)C(=O)O